n-eicosyl docosanoate C(CCCCCCCCCCCCCCCCCCCCC)(=O)OCCCCCCCCCCCCCCCCCCCC